methyl (1s,3s)-3-((5-bromothiazol-2-yl)(tert-butoxycarbonyl)amino)cyclobutane-1-carboxylate BrC1=CN=C(S1)N(C1CC(C1)C(=O)OC)C(=O)OC(C)(C)C